[Si](C1=CC=CC=C1)(C1=CC=CC=C1)(C(C)(C)C)OC[C@@H](C[C@@H](C)S(=O)(=O)N)C=C (2R,4S)-4-(((TERT-BUTYLDIPHENYLSILYL)OXY)METHYL)HEX-5-ENE-2-SULFONAMIDE